C/C(=C\\C=C\\C=C(\\C=C\\C=C(\\C(=O)O[C@@H]1O[C@@H]([C@H]([C@@H]([C@H]1O)O)O)CO)/C)/C)/C=C/C=C(/C(=O)O[C@@H]2O[C@@H]([C@H]([C@@H]([C@H]2O)O)O)CO)\\C The molecule is a diester resulting from the formal condensation of each of the carboxylic acid groups of crocetin with an anomeric hydroxy group of beta-D-glucopyranose. It is a diester and a beta-D-glucoside. It derives from a crocetin and a beta-D-glucose.